N,N-diallyl-cyanamide C(C=C)N(C#N)CC=C